(5R)-5-AMINO-5-(2-PIPERIDYLPHENYL)PENTANOIC ACID N[C@H](CCCC(=O)O)C1=C(C=CC=C1)C1NCCCC1